FC1=CC=C2C[C@@H](C2=C1)NC(=NO)C1=NON=C1OCCS(=O)(=O)C N-[(7S)-4-fluorobicyclo[4.2.0]octa-1,3,5-trien-7-yl]-N'-hydroxy-4-[2-(methylsulfonyl)ethoxy]-1,2,5-oxadiazole-3-carboximidamide